NC=1C=2N(N=C(C1)N[C@@H](CO)CC)C(=NN2)C(C)C (2R)-2-[(8-amino-3-isopropyl-[1,2,4]triazolo[4,3-b]pyridazin-6-yl)amino]butan-1-ol